C(C)(C)C1=C(NC2=CC=C(C=C12)C(=O)N1CC2C(C1)CN(C2)C(CNC)=O)C2=CC(=NC=C2)C 1-(5-(3-isopropyl-2-(2-methylpyridin-4-yl)-1H-indole-5-carbonyl)hexahydropyrrolo[3,4-c]pyrrol-2(1H)-yl)-2-(methylamino)ethanone